3-{6-amino-5-[1-(2,6-dichloro-phenyl)-ethoxy]-pyridin-3-yl}-N-(1-methyl-piperidin-4-yl)-benzamide NC1=C(C=C(C=N1)C=1C=C(C(=O)NC2CCN(CC2)C)C=CC1)OC(C)C1=C(C=CC=C1Cl)Cl